NC1=NC(=C(C(=C1C#N)C1=CC=C(C=C1)OCCO)C#N)SCC1=CC=C(C=C1)OC 2-amino-4-[4-(2-hydroxyethoxy)phenyl]-6-[(4-methoxyphenyl)methylsulfanyl]-pyridine-3,5-dicarbonitrile